C1(CC1)CN1C(N(C(C1=O)=O)CC1=NC(=NO1)CC(=O)N(C1=C(C=CC=C1)OC)CC1OC(CC1)(C)C)=O (5-((3-(cyclopropylmethyl)-2,4,5-trioxoimidazolidin-1-yl)methyl)-1,2,4-oxadiazol-3-yl)-N-((5,5-dimethyltetrahydrofuran-2-yl)methyl)-N-(2-methoxyphenyl)acetamide